COC1=CC=C(CN(C2=NC=NN3C2=NC=C3C3=CN=CO3)CC3=CC=C(C=C3)OC)C=C1 N,N-bis(4-methoxybenzyl)-7-(oxazol-5-yl)imidazo[2,1-f][1,2,4]triazin-4-amine